NC1=C2C(=NC=N1)N(N=C2C2=CC=C(C=C2)OC2=CC=CC=C2)C2CCN(CC2)C2CN(C2)C2C[C@@H]1[C@@H](CN(C1)C(=O)[O-])C2 (3aR,6aS)-5-(3-(4-(4-amino-3-(4-phenoxyphenyl)-1H-pyrazolo[3,4-d]pyrimidin-1-yl)piperidin-1-yl)azetidin-1-yl)hexahydrocyclopenta[c]pyrrol-2(1H)-carboxylate